6-amino-N-(4-chlorophenyl)pyridine-2-sulfonamide NC1=CC=CC(=N1)S(=O)(=O)NC1=CC=C(C=C1)Cl